2,5-dimethyl-4-ethylimidazole CC=1NC(=C(N1)CC)C